3-amino-2-fluoropropane NCC(C)F